OC1(CNC1)C(=O)NC1=CC(=CC=C1)NC1=NC=CC(=N1)NC1=NC(=NC=C1)C1=NC(=CC=C1)C 3-hydroxy-N-[3-[[4-[[2-(6-methyl-2-pyridyl)pyrimidin-4-yl]amino]pyrimidin-2-yl]amino]phenyl]azetidine-3-carboxamide